C(C)(C)C1=C(NC2=CC=C(C=C12)C1=NN=C(N1)C1CN(CCC1)C(C)C)C1=CC(=NC=C1)C 3-isopropyl-5-(5-(1-isopropylpiperidin-3-yl)-4H-1,2,4-triazol-3-yl)-2-(2-methylpyridin-4-yl)-1H-indole